N5-[2-(3,3a,4,5,6,6a-hexahydro-1H-cyclopenta[c]pyrrol-2-yl)-3-methyl-phenyl]-N2,N2-dimethyl-thiophene-2,5-disulfonamide C1N(CC2C1CCC2)C2=C(C=CC=C2C)NS(=O)(=O)C2=CC=C(S2)S(=O)(=O)N(C)C